bis{3,4,6-trichloro-2-[(4-methylhexyloxy)carbonyl] phenyl}-Oxalat ClC=1C(=C(C(=CC1Cl)Cl)OC(C(=O)OC1=C(C(=C(C=C1Cl)Cl)Cl)C(=O)OCCCC(CC)C)=O)C(=O)OCCCC(CC)C